palladium(IV) oxide [Pd](=O)=O